CC (1Z)-ethane